tributyl(2-methoxyprop-2-en-1-yl)stannane C(CCC)[Sn](CC(=C)OC)(CCCC)CCCC